S(N)(OCC=1N(C2=CC=C(C=C2C1C=NOC)F)C1CCN(CC1)[C@@H]1CC[C@@H](CC1)C(C)C)(=O)=O (5-fluoro-1-(1-(cis-4-isopropylcyclohexyl) piperidin-4-yl)-3-((methoxyimino) methyl)-1H-indol-2-yl)methyl sulfamate